OC(CC(C(=O)O)CC(=O)O)O 2-hydroxy-2-hydroxyethyl-succinic acid